((3-amino-1-(dimethylcarbamoyl)-1H-pyrazol-4-yl)methyl)carbamic acid tert-butyl ester C(C)(C)(C)OC(NCC=1C(=NN(C1)C(N(C)C)=O)N)=O